C(#N)CC=1C2=C(S(C1)(=O)=O)C(=CC=C2)NC2C(CN(CC2)C)(F)F 3-(cyanomethyl)-7-((3,3-difluoro-1-methylpiperidin-4-yl)amino)-1,1-dioxidobenzo[b]thiophen